FC1=C(C(=CC(=C1)CNC)C)C=1C=C2C(=CN1)NN=C2C=2C=NN(C2)C2=C(C#N)C=CC=C2 (4-(5-(2-fluoro-6-methyl-4-((methylamino)methyl)phenyl)-1H-pyrazolo[3,4-c]pyridin-3-yl)-1H-pyrazol-1-yl)benzonitrile